C(C)OC(CCC=1C=C(C=CC1)C(C(=O)O)(CCC(C(CO)(C)C)(F)F)C)=O 2-(3-(3-Ethoxy-3-oxopropyl)phenyl)-5,5-difluoro-7-hydroxy-2,6,6-trimethylheptanoic acid